3-bromopyrrolo[1,2-a]pyrimidine BrC=1C=NC=2N(C1)C=CC2